2-[1-[(2,4-dichlorophenyl)methyl]-5-oxopyrrolidin-2-yl]-N-(dimethylsulfamoyl)acetamid ClC1=C(C=CC(=C1)Cl)CN1C(CCC1=O)CC(=O)NS(N(C)C)(=O)=O